O=C1NC=C(C(N1)=O)C=1C=C(C=2N(N1)C(=CN2)F)[C@@H]2[C@H](C2)C2=NC=C(C#N)C=C2 6-((1S,2S)-2-(6-(2,4-dioxo-1,2,3,4-tetrahydropyrimidin-5-yl)-3-fluoroimidazo[1,2-b]pyridazin-8-yl)cyclopropyl)nicotinonitrile